tert-butyl-(4R)-4-[4-[2-(dimethylcarbamoyl)-7-fluoro-6-[1-(3-pyrazol-1-ylpropanoyl)-3,6-dihydro-2H-pyridin-5-yl]-1H-indol-4-yl]-2,5-difluoro-phenyl]-3,3-difluoro-piperidine C(C)(C)(C)N1CC([C@H](CC1)C1=C(C=C(C(=C1)F)C1=C2C=C(NC2=C(C(=C1)C1=CCCN(C1)C(CCN1N=CC=C1)=O)F)C(N(C)C)=O)F)(F)F